(R)-2-(6-(2-(5-chloro-2,4-difluorobenzyl)-2H-tetrazol-5-yl)pyridin-2-yl)-2-hydroxypropane-1-sulfonamide ClC=1C(=CC(=C(CN2N=C(N=N2)C2=CC=CC(=N2)[C@@](CS(=O)(=O)N)(C)O)C1)F)F